(R)-((1-((6-chloropyridin-3-yl)amino)isoquinolin-6-yl)imino)(cyclopropyl)(methyl)-λ6-sulfanone ClC1=CC=C(C=N1)NC1=NC=CC2=CC(=CC=C12)N=[S@@](=O)(C)C1CC1